C(C)C=1N(C=C(C1)C)CC1=CC=NC=C1 ethyl-4-methyl-1-(pyridin-4-ylmethyl)-1H-pyrrole